BrC1=C(CCC2=CC=C(C=C12)F)C=O 1-bromo-7-fluoro-3,4-dihydronaphthalene-2-carbaldehyde